5-bromopentylamine hydrobromide salt Br.BrCCCCCN